ClC=1C=CC=C2C=CC=C(C12)N1CCC=2C(=C(C(=NC2C1)OC[C@H]1N(CCC1)C)F)N1C[C@@H](NCC1)CC#N 2-((S)-4-(7-(8-chloronaphthalen-1-yl)-3-fluoro-2-(((S)-1-methylpyrrolidin-2-yl)methaneoxy)-5,6,7,8-tetrahydro-1,7-naphthyridin-4-yl)piperazin-2-yl)acetonitrile